N1(N=NC2=C1C=CC=C2)CC(=O)N(C2=CC=C(C=C2)C=2N=CNC2)CC2=C(C=CC(=C2)Cl)F 2-(benzotriazol-1-yl)-N-[(5-chloro-2-fluoro-phenyl)methyl]-N-[4-(1H-imidazol-4-yl)phenyl]acetamide